spiro[3H-indol-3,1'-[1H]pyrido[3,4-b]indol]-2(1H)-one C12(N=CC=C3C1=NC1=CC=CC=C31)C(NC3=CC=CC=C32)=O